ClC=1C=C(COC2=NC=C(C(=C2)O)C=2NC=C(C2)C(F)(F)F)C=CC1Cl 2-((3,4-dichlorobenzyl)oxy)-5-(4-(trifluoromethyl)-1H-pyrrol-2-yl)pyridin-4-ol